FC1([C@H](C1)C(=O)NC=1N=CC2=CC(=NC=C2C1)C=1C=NC(=CC1C)[C@](CC)([2H])O)F (R)-2,2-difluoro-N-(7-(6-((R)-1-hydroxypropyl-1-d)-4-methylpyridin-3-yl)-2,6-naphthyridin-3-yl)cyclopropane-1-carboxamide